1,2,3-tris(2-mercaptoethylthio)benzene SCCSC1=C(C(=CC=C1)SCCS)SCCS